Cl.ClC=1C=C(C(=C(C1)O)C1=CC2=C(N=N1)N(C=C2)C[C@H]2N(CCCC2)C)C 5-Chloro-3-methyl-2-(7-{[(2S)-1-methylpiperidin-2-yl]methyl}-7H-pyrrolo[2,3-c]pyridazin-3-yl)phenol hydrochloride